C(CC)(=O)NCC1=CC(=CC2=C1N=C(S2)NC(OC(C)(C)C)=O)C(F)(F)F tert-butyl (4-(propionamidomethyl)-6-(trifluoromethyl)benzo[d]thiazol-2-yl)carbamate